(2S,4R)-1-[(2R)-2-[3-(2,7-diazaspiro[3.5]nonan-2-yl)isoxazol-5-yl]-3-methyl-butanoyl]-4-hydroxy-N-[(1S)-1-[4-(4-methylthiazol-5-yl)phenyl]ethyl]pyrrolidine-2-carboxamide C1N(CC12CCNCC2)C2=NOC(=C2)[C@H](C(=O)N2[C@@H](C[C@H](C2)O)C(=O)N[C@@H](C)C2=CC=C(C=C2)C2=C(N=CS2)C)C(C)C